1-((3S)-1,3-dimethylpiperidin-4-yl)piperazine CN1C[C@@H](C(CC1)N1CCNCC1)C